(1S,2S)-N-(2-cyano-3-(6-(1-hydroxybutyl)-4-methylpyridin-3-yl)-1,6-naphthyridin-7-yl)-2-fluorocyclopropane-1-carboxamide formate C(=O)O.C(#N)C1=NC2=CC(=NC=C2C=C1C=1C=NC(=CC1C)C(CCC)O)NC(=O)[C@H]1[C@H](C1)F